(4-decyloxy-phenyl)-2-(p-tolyl)diazene C(CCCCCCCCC)OC1=CC=C(C=C1)N=NC1=CC=C(C=C1)C